tert-butyl 3-[4-amino-5-bromo-7-methylpyrrolo[2,3-d]pyrimidin-6-yl]-2,5-dihydropyrrole-1-carboxylate NC=1C2=C(N=CN1)N(C(=C2Br)C=2CN(CC2)C(=O)OC(C)(C)C)C